butyl 4-acetyl-2-methylbenzoate C(C)(=O)C1=CC(=C(C(=O)OCCCC)C=C1)C